C(C1=CC=CC=C1)N1N=CC(=C1)C=1C(=CC(N(C1)C)=O)N1N=CC=C1 5-(1-benzyl-1H-pyrazol-4-yl)-1-methyl-4-(1H-pyrazol-1-yl)pyridin-2(1H)-one